4-((2,4-difluorophenyl)difluoromethyl)piperidine hydrochloride Cl.FC1=C(C=CC(=C1)F)C(C1CCNCC1)(F)F